BrC=1C(NC(N(C1C)CC1=C(C=CC=C1C(F)(F)F)F)=O)=O 5-bromo-1-(2-fluoro-6-(trifluoromethyl)benzyl)-6-methylpyrimidine-2,4(1H,3H)-dione